4-ethynyl-3,5-difluoro-2,6-dimethoxy-pyridine C(#C)C1=C(C(=NC(=C1F)OC)OC)F